4-(3-bromopropyl)-2H-benzopyran-2-one BrCCCC1=CC(OC2=C1C=CC=C2)=O